1-(Azetidin-1-yl)-2-[3-methyl-6-[3-(trifluoromethyl)phenyl]pyrazolo[4,3-b]pyridin-1-yl]ethanone N1(CCC1)C(CN1N=C(C2=NC=C(C=C21)C2=CC(=CC=C2)C(F)(F)F)C)=O